FC=1C=C2C(=NN(C(C2=CC1F)=O)C)[C@@H](C)NC |r| racemic-6,7-difluoro-2-methyl-4-(1-(methylamino)ethyl)phthalazin-1(2H)-one